1-(6-ethoxybenzo[d]thiazol-2-yl)-3-(o-tolyl)urea C(C)OC1=CC2=C(N=C(S2)NC(=O)NC2=C(C=CC=C2)C)C=C1